4-(3-Butyl-1-imidazolio)-1-butanesulfonic acid C(CCC)N1C=[N+](C=C1)CCCCS(=O)(=O)O